C(#N)C1=NC2=CC(=CC(=C2N=C1N1C(C2=CC=CC=C2C1)=O)[C@@H](C)NC1=C(C(=O)O)C=CC=C1)C (R)-2-((1-(2-cyano-7-methyl-3-(1-oxoisoindolin-2-yl)quinoxalin-5-yl)ethyl)amino)benzoic acid